1-((R)-2-{5-[(R)-(1,3-dimethyl-azetidin-3-yl)-hydroxy-(4-isopropyl-phenyl)-methyl]-pyridin-3-ylethynyl}-2-methyl-pyrrolidin-1-yl)-ethanone CN1CC(C1)(C)[C@@](C=1C=C(C=NC1)C#C[C@@]1(N(CCC1)C(C)=O)C)(C1=CC=C(C=C1)C(C)C)O